ClC1=NC=NC2=C1N=CS2 7-Chloro-thiazolopyrimidine